CN(S(=O)(=O)C1(CC1)C#CC=1C=NC=C(C1)[C@](C1=CC=C(C=C1)C(C)C)(O)C1(CN(C1)C)C)C 1-{5-[(R)-(1,3-dimethyl-azetidin-3-yl)-hydroxy-(4-isopropyl-phenyl)-methyl]-pyridin-3-ylethynyl}-cyclopropanesulfonic acid dimethylamide